(S)-4-benzyl-6-ethylpiperazin-2-one C(C1=CC=CC=C1)N1CC(N[C@H](C1)CC)=O